C(C)(C)C1=C(\C=N/C2=CC=CC=C2)C=CC=C1 (Z)-N-(2-isopropylbenzylidene)aniline